aza-aspartic acid NN(CC(=O)O)C(=O)O